N-(4-(2-(((1r,4r)-4-aminocyclohexyl)amino)-8-ethylquinazolin-6-yl)-2-fluorophenyl)-2-chlorobenzene-sulfonamide NC1CCC(CC1)NC1=NC2=C(C=C(C=C2C=N1)C1=CC(=C(C=C1)NS(=O)(=O)C1=C(C=CC=C1)Cl)F)CC